N-methyl-N-dodecylaniline CN(C1=CC=CC=C1)CCCCCCCCCCCC